1-methylvinyl-bis(2,4,6-trimethylbenzoyl)phosphine oxide CC(=C)P(C(C1=C(C=C(C=C1C)C)C)=O)(C(C1=C(C=C(C=C1C)C)C)=O)=O